N1C(=NC=C1)CC(C(=O)O)O.C(#N)CCOCC(CCCOCCC#N)OCCC#N 1,2,5-tris(cyanoethoxy)pentane Imidazolelactate